(R)-23-(4-(4-(6-amino-5-(1-(2,6-dichloro-3-fluorophenyl)ethoxy)pyridin-3-yl)-1H-pyrazol-1-yl)piperidin-1-yl)-3,6,9,12,15,18,21-heptaoxatricosanoic acid NC1=C(C=C(C=N1)C=1C=NN(C1)C1CCN(CC1)CCOCCOCCOCCOCCOCCOCCOCC(=O)O)O[C@H](C)C1=C(C(=CC=C1Cl)F)Cl